FC=1C=2C(C(=NC1)C(=O)OC)=CN(N2)C methyl 7-fluoro-2-methyl-2H-pyrazolo[4,3-c]pyridine-4-carboxylate